3-(Benzyloxy)-1-(6-chloropyridin-2-yl)-1H-pyrazole-4-carbaldehyde C(C1=CC=CC=C1)OC1=NN(C=C1C=O)C1=NC(=CC=C1)Cl